C1(CCC1)CN1N=CC(=N1)C(=O)O 2-(cyclobutylmethyl)-2H-1,2,3-triazole-4-carboxylic acid